O[C@H](CNC(C1=CC=C(C=C1)OC1CCN(CC1)CC1=CC=NC=C1)=O)C1N=CC2=CC(=CC=C2C1)OCC1=C(N=CO1)C 3-((R)-1-hydroxy-2-(4-((1-(pyridin-4-ylmethyl)piperidin-4-yl)oxy)benzamido)ethyl)-7-((4-methyloxazol-5-yl)methoxy)-3,4-dihydroisoquinoline